2-bromo-1-fluoro-3-methoxybenzene BrC1=C(C=CC=C1OC)F